FC1=CC=C(C=C1)N1C(=NC=C(C1=O)C(=O)NC1=CC=C(C=C1)OC1=CC=NC2=CC(=CN=C12)C(=C)C)C 1-(4-Fluorophenyl)-2-methyl-6-oxo-N-[4-[(7-prop-1-en-2-yl-1,5-naphthyridin-4-yl)oxy]phenyl]pyrimidine-5-carboxamide